C(C)(C)(C)OC(N[C@@H]1C2=CC=CC(=C2CC12CCN(CC2)C=2C=1N(C(=C(N2)C)Br)N=CC1)F)=O.OCC1C(CCC1)CO 1,2-bis(hydroxymethyl)cyclopentane tert-butyl-N-[(1S)-1'-(7-bromo-6-methyl-pyrazolo[1,5-a]pyrazin-4-yl)-4-fluoro-spiro[indane-2,4'-piperidine]-1-yl]carbamate